FC(C1=CC=C(O[C@@H]2C[C@H](CC2)NC(OC(C)(C)C)=O)C=C1)(F)F tert-Butyl (1S,3S)-3-(4-(trifluoromethyl) phenoxy)cyclopentylcarbamate